3-hydroxy-N,3-dimethyl-N-(2-morpholinoethyl)butanamide OC(CC(=O)N(CCN1CCOCC1)C)(C)C